BrC=1C=C2C=C(N(C2=CC1)CC#N)C(=O)O 5-bromo-1-(cyanomethyl)indole-2-carboxylic acid